ClC=1C=CC2=C(N=C(O2)N2CC3(C2)CC(C3)NC(=O)C=3OC(=CC3)S(=O)(=O)CC(C)C)C1 N-[2-(5-chloro-1,3-benzoxazol-2-yl)-2-azaspiro[3.3]heptan-6-yl]-5-isobutylsulfonyl-furan-2-carboxamide